[C-]1(C=CC=C1)C1=C2C=C(CC2=CC=C1)C(C)C.[CH-]1C=CC=C1.[Fe+2] 4-ferrocenyl-2-isopropylindene